NC1=C(C=NC=N1)C1=CC=C(C=C1)OC 6-amino-5-(4-methoxyphenyl)pyrimidin